tert-butyl (R)-4-(6-fluoropyrazin-2-yl)-2-(methoxymethyl)piperazine-1-carboxylate FC1=CN=CC(=N1)N1C[C@@H](N(CC1)C(=O)OC(C)(C)C)COC